(R)-3-(methylamino)piperidine-1-carboxylic acid tertButyl ester C(C)(C)(C)OC(=O)N1C[C@@H](CCC1)NC